C(=CCCCCCCCCCCCCCCCC)N1C(=C(C(C=C1O)=O)O)C(C)=O N-octadecenyl-2-acetyl-3,6-dihydroxypyridin-4-one